N[C@@H]1C[C@@H](N(C1)C(=O)NC1=CC=C(C=C1)Cl)C(=O)NC1=C(C=CC(=C1)C(CCC1CC1)(NS(=O)(=O)C(C)(C)C)C1=CC(=CC=C1)C#N)F (2R,4R)-4-amino-N1-(4-chlorophenyl)-N2-(5-(1-(3-cyanophenyl)-3-cyclopropyl-1-((R)-1,1-Dimethylethylsulfonamido)propyl)-2-fluorophenyl)pyrrolidine-1,2-dicarboxamide